[Si](C)(C)(C(C)(C)C)OC1=CC=C(C=C1)C1=C(C(=NO1)C)C=O 5-(4-((tert-butyldimethylsilyl)oxy)phenyl)-3-methylisoxazole-4-carbaldehyde